bis(2,6-dimethoxybenzoyl)-2,4,4-trimethylpentylphosphine oxide (bis(2,6-dimethylbenzoyl)-2,4,4-trimethylphenylphosphonite) CC1=C(C(=O)C=2C(C(C(=C(C2)P(O)O)C)C(C2=C(C=CC=C2C)C)=O)(C)C)C(=CC=C1)C.COC1=C(C(=O)P(CC(CC(C)(C)C)C)(C(C2=C(C=CC=C2OC)OC)=O)=O)C(=CC=C1)OC